C[N+](C)(C)CCOC(C(=C)C)=O trimethylammonioethylmethacrylat